N[C@@H]1CC[C@H](CC1)C(=O)OCC trans-ethyl p-aminocyclohexyl-carboxylate